3-(6-((1-(2-(4-((1R,2S)-6-Hydroxy-2-phenyl-1,2,3,4-tetrahydronaphthalen-1-yl)-phenoxy)ethyl)piperidin-4-yl)oxy)-1-methyl-1H-indazol-3-yl)piperidine-2,6-dione OC=1C=C2CC[C@@H]([C@@H](C2=CC1)C1=CC=C(OCCN2CCC(CC2)OC2=CC=C3C(=NN(C3=C2)C)C2C(NC(CC2)=O)=O)C=C1)C1=CC=CC=C1